N[C@@H]1C[C@@H](CC1)OC1=C(C=CC=C1Cl)C1=CC(=NN1)NC=1N=CC(=NC1)C#N 5-((5-(2-(((1R,3S)-3-aminocyclopentyl)oxy)-3-chlorophenyl)-1H-pyrazol-3-yl)amino)pyrazine-2-carbonitrile